[Si].[B] boron-silicon